CC1=NC(=NC(=C1)C)N1CCC(CC1)CN1N=C(C=CC1=O)C1=C(N=C(S1)C)C 2-[[1-(4,6-dimethylpyrimidin-2-yl)piperidin-4-yl]methyl]-6-(2,4-dimethyl-1,3-thiazol-5-yl)pyridazin-3-one